3-chloropropyl (2R,3S,5R)-3-(N-(4-methoxybenzyl)methylsulfonamido)-5-methyl-2-(((triethylsilyl)oxy)methyl)pyrrolidine-1-carboxylate COC1=CC=C(CN(S(=O)(=O)C)[C@@H]2[C@@H](N([C@@H](C2)C)C(=O)OCCCCl)CO[Si](CC)(CC)CC)C=C1